4-bromo-1-(difluoromethyl)-5-methyl-1H-pyrazole BrC=1C=NN(C1C)C(F)F